(±)-N-(2,6-dimethylphenyl)-4-[2-hydroxy-3-(2-methoxyphenoxy)propyl]-1-piperazineacetamide CC1=C(C(=CC=C1)C)NC(CN1CCN(CC1)C[C@H](COC1=C(C=CC=C1)OC)O)=O |r|